2-[5-(Ethylsulfonyl)-2-(3-fluorophenyl)-1-methyl-1H-imidazol-4-yl]-6,6,7,7-tetrafluoro-1-methyl-6,7-dihydro-1H-[1,4]dioxino[2,3-f]benzimidazol C(C)S(=O)(=O)C1=C(N=C(N1C)C1=CC(=CC=C1)F)C1=NC2=C(N1C)C=C1C(=C2)OC(C(O1)(F)F)(F)F